2-methyl-6-propionamido-N-(2-((6-(trifluoromethyl)isoquinolin-1-yl)oxy)ethyl)isonicotinamide CC=1C=C(C(=O)NCCOC2=NC=CC3=CC(=CC=C23)C(F)(F)F)C=C(N1)NC(CC)=O